3-(benzylthio)-2-(difluoromethoxy)-5-fluoropyridine C(C1=CC=CC=C1)SC=1C(=NC=C(C1)F)OC(F)F